5-amino-2-[(6-amino-5-fluoro-2-pyridyl)methyl]-8-(2,6-dimethyl-4-pyridyl)-7-phenyl-[1,2,4]triazolo[4,3-c]pyrimidin-3-one NC1=NC(=C(C=2N1C(N(N2)CC2=NC(=C(C=C2)F)N)=O)C2=CC(=NC(=C2)C)C)C2=CC=CC=C2